2-[4-[N-(2-methoxyethyl)-4-propan-2-ylanilino]phenoxy]pyrido[3,4-d]pyrimidin-4-ol COCCN(C1=CC=C(C=C1)C(C)C)C1=CC=C(OC=2N=C(C3=C(N2)C=NC=C3)O)C=C1